3-Methoxy-6'-(((1S,3S)-3-(oxazolo[5,4-b]pyridin-2-ylamino)cyclopentyl)amino)-2H-[1,3'-bipyridin]-2-one COC=1C(N(C=CC1)C=1C=NC(=CC1)N[C@@H]1C[C@H](CC1)NC=1OC2=NC=CC=C2N1)=O